5-(Imidazo[1,2-b]pyridazin-6-yl)-N-((1-(trifluoromethyl)cyclopropyl)methyl)-7H-pyrrolo[2,3-d]pyrimidin-2-amine N=1C=CN2N=C(C=CC21)C2=CNC=1N=C(N=CC12)NCC1(CC1)C(F)(F)F